C[C@@H](CN1C=CC2=CC(=C(C=C21)Cl)F)N The molecule is a 1-(6-chloro-5-fluoroindol-1-yl)-propan-2-amine that has S configuration. A selective agonist for both the 5-hydroxytryptamine 2B (5-HT2B) and 5-hydroxytryptamine 2C (5-HT2C)serotonin receptor subtypes, commonly used as fumarate salt. It has a role as a 5-hydroxytryptamine 2B receptor agonist and a 5-hydroxytryptamine 2C receptor agonist.